4-amino-8-[2-fluoro-5-[(6-methyl-3-pyridinyl)methoxy]phenyl]-2-oxo-N-propyl-1H-quinoline-3-carboxamide NC1=C(C(NC2=C(C=CC=C12)C1=C(C=CC(=C1)OCC=1C=NC(=CC1)C)F)=O)C(=O)NCCC